4-{6-[2-(2-Cyano-7-fluoro-4-methoxy-indol-1-yl)-ethylamino]-pyrimidin-4-yl}-N-(2-methoxy-ethyl)-benzamid C(#N)C=1N(C2=C(C=CC(=C2C1)OC)F)CCNC1=CC(=NC=N1)C1=CC=C(C(=O)NCCOC)C=C1